FC1=C(CNCC2=C(C=C(C#N)C=C2F)F)C(=CC=C1)F 4-(((2,6-difluorobenzyl)amino)methyl)-3,5-difluorobenzonitrile